2-(Benzo[d][1,3]dioxol-5-yl)-1H-benzo[d]imidazol-5-amine O1COC2=C1C=CC(=C2)C2=NC1=C(N2)C=CC(=C1)N